3-methoxy-6H,7H-chromene COC=1COC2=CCCC=C2C1